N-(6-(3-aminophenyl)-4-methylpyridin-2-yl)-5-methylthiazol-2-amine NC=1C=C(C=CC1)C1=CC(=CC(=N1)NC=1SC(=CN1)C)C